BrC=1C(=CC=C(C1NC)N)F 6-bromo-5-fluoro-N1-methylbenzene-1,2-diamine